ethyl 2-(cyanomethyl)-1-oxo-1,2,3,4-tetrahydropyrrolo[1,2-a]pyrazine-7-carboxylate C(#N)CN1C(C=2N(CC1)C=C(C2)C(=O)OCC)=O